(trans-3-(3-cyclopropyl-4-(1-methyl-1H-pyrazolo[4,3-c]pyridin-6-yl)-1H-pyrazol-1-yl)cyclobutyl)methylamine C1(CC1)C1=NN(C=C1C1=CC2=C(C=N1)C=NN2C)[C@@H]2C[C@H](C2)CN